OCC(C)(C)NC(CN(C)C=1C2=C(N=C(N1)C1=NC=CC(=C1)OC)CCC2)=O N-(1-hydroxy-2-methylpropan-2-yl)-2-{[2-(4-methoxypyridin-2-yl)-5H,6H,7H-cyclopenta[d]pyrimidin-4-yl](methyl)amino}acetamide